C(C=C)(=O)N1C(C2=CC=CC(=C2C1)C=1C=C2C(=NNC2=CC1)C=1C=NC=CC1)=O 2-(prop-2-enoyl)-4-[3-(pyridin-3-yl)-1H-indazol-5-yl]-2,3-dihydro-1H-isoindol-1-one